methyl 2-[[4-[3-[(2-chloro-4-cyano-phenyl)methoxy]pyrazol-1-yl]-1-piperidyl]methyl]-3-[[(2S)-oxetan-2-yl]methyl]benzimidazole-5-carboxylate ClC1=C(C=CC(=C1)C#N)COC1=NN(C=C1)C1CCN(CC1)CC=1N(C2=C(N1)C=CC(=C2)C(=O)OC)C[C@H]2OCC2